[Li].C1(CC1)S(=O)(=O)N1N=CC(=C1)C1=NC=CC(=N1)NC1=CC(=C(C=N1)C1=NC=C(C=C1)S(=O)(=O)N1CCN(CC1)C)NC1CCC(CC1)(O)C (1s,4s)-4-((6'-((2-(1-(Cyclopropylsulfonyl)-1H-pyrazol-4-yl)pyrimidin-4-yl)amino)-5-((4-methylpiperazin-1-yl)sulfonyl)-[2,3'-bipyridin]-4'-yl)amino)-1-methylcyclohexan-1-ol lithium